2-(6-{5-chloro-2-[(oxan-4-yl)amino]pyrimidin-4-yl}-1-oxo-2,3-dihydro-1H-isoindol-2-yl)-N-[(1S,2R)-2-hydroxy-6-methoxy-2,3-dihydro-1H-inden-1-yl]acetamide ClC=1C(=NC(=NC1)NC1CCOCC1)C1=CC=C2CN(C(C2=C1)=O)CC(=O)N[C@@H]1[C@@H](CC2=CC=C(C=C12)OC)O